CNC(=O)C1=CC2=C(N(C(=N2)C2=CC(=NC3=CC=CC=C23)C2=CN=CN2C)C2=CC3=C(N(C(N3C)=O)C)C=C2)C=C1 N,1',3'-trimethyl-2-(2-(1-methyl-1H-imidazol-5-yl)quinolin-4-yl)2'-oxo-2',3'-dihydro-1'H-[1,5'-bi-benzo[d]imidazole]-5-carboxamide